(3-methoxyphenyl)quinolin COC=1C=C(C=CC1)C1=NC2=CC=CC=C2C=C1